C123C(C45C(C(C1)O)(O4)O5)(O2)O3 tetraepoxycyclohexanol